NCCCCCCN1N=CC(=C1)N1C(=CC2=CC=C(C(=C12)F)Cl)C1CC1 1-(1-(6-aminohexyl)-1H-pyrazol-4-yl)-6-chloro-2-cyclopropyl-7-fluoro-1H-indole